7-((Z)-2-(2-amino-4-thiazolyl)-4-carboxycrotonamido)-8-oxo-5-thia-1-azabicyclo(4.2.0)oct-2-ene-2-carboxylic acid NC=1SC=C(N1)/C(/C(=O)NC1C2SCC=C(N2C1=O)C(=O)O)=C/CC(=O)O